((1-(difluoromethyl)-1H-benzo[d]imidazol-2-yl)methyl)-N-methylacetohydrazide FC(N1C(=NC2=C1C=CC=C2)CCC(=O)N(N)C)F